BrC1=CC(=NN1C)CN1C(N(C(CC1)=O)COCC[Si](C)(C)C)=O 1-((5-bromo-1-methyl-1H-pyrazol-3-yl)methyl)-3-((2-(trimethylsilyl)ethoxy)methyl)dihydropyrimidine-2,4(1H,3H)-dione